6-(piperidin-4-yloxy)isobenzofuran-1(3H)-one N1CCC(CC1)OC1=CC=C2COC(C2=C1)=O